(3-phenyloxetan-3-yl)methanamine C1(=CC=CC=C1)C1(COC1)CN